4-((4-bromo-5-(dimethylamino)thiophen-2-yl)methylene)-3-(trifluoromethyl)isoxazol-5(4H)-one BrC=1C=C(SC1N(C)C)C=C1C(=NOC1=O)C(F)(F)F